2-methoxy-N-(2-methoxyethyl)-3-{[2-(pyrrolidin-1-yl)ethoxy]methyl}-6H,7H,8H-cyclopenta[b]1,5-naphthyridin-9-amine COC=1N=C2C(=C3C(=NC2=CC1COCCN1CCCC1)CCC3)NCCOC